4-(2-hydroxypyrimidin-5-yl)-9-methyl-3,4,7,15-tetraazatricyclo[12.3.1.02,6]Octadecan-1(18),2,5,14,16-pentaen-8-one trifluoroacetate salt FC(C(=O)O)(F)F.OC1=NC=C(C=N1)N1N=C2C=3C=CN=C(CCCCC(C(NC2=C1)=O)C)C3